[O-]S(=O)(=O)C(F)(F)F.C(C)OC1=CC=C(C2=CC=CC=C12)[S+]1CCCC1 4-ethoxy-1-naphthyltetrahydrothiophenium triflate